FC=1C=C(C=NC1OC)[C@@H](CC(=O)O)N1N=CC=C1CCCC1=NC=2NCCCC2C=C1 |r| (±)-3-(5-fluoro-6-methoxypyridin-3-yl)-3-{5-[3-(5,6,7,8-tetrahydro-1,8-naphthyridin-2-yl)propyl]-1H-pyrazol-1-yl}propanoic acid